FC(C=1C=C(C=C(C1)C(F)(F)F)NC(NC(C(=O)NC1=C(C=C(C=C1)F)F)C1=CC=C(C=C1)OCC#C)=O)(F)F 2-(3-(3,5-bis(trifluoromethyl)phenyl)ureido)-N-(2,4-difluorophenyl)-2-(4-(prop-2-yn-1-yloxy)phenyl)acetamide